[4-(benzyloxy)butyl]-3,6-dichloro-5-methylpyridazine C(C1=CC=CC=C1)OCCCCC1=C(N=NC(=C1C)Cl)Cl